2'-((oxybis(ethane-2,1-diyl))bis(oxy))bis(ethane-1-ol) O(CCOCCO)CCOCCO